N-(2-amino-4-fluorophenyl)-4-((E)-(3-((E)-benzylidene)-2-oxocyclopentyl)methyl)benzamide lithium silicon [Si].[Li].NC1=C(C=CC(=C1)F)NC(C1=CC=C(C=C1)CC1C(/C(/CC1)=C/C1=CC=CC=C1)=O)=O